4-[3-[2,6-Dichloro-4-[8-(2,2-difluoroethyl)-3,8-diazabicyclo[3.2.1]octan-3-yl]benzoyl]-2,4-dihydro-1,3-benzoxazin-8-yl]-5-fluoro-2-(3-oxa-8-azabicyclo[3.2.1]octan-8-yl)benzoic acid ClC1=C(C(=O)N2COC3=C(C2)C=CC=C3C3=CC(=C(C(=O)O)C=C3F)N3C2COCC3CC2)C(=CC(=C1)N1CC2CCC(C1)N2CC(F)F)Cl